O=C1NC(CCC1NC1=CC=C(C=C1)N1CCN(CCC1)C(=O)OC(C)(C)C)=O tert-butyl 4-[4-[(2,6-dioxo-3-piperidyl)amino]phenyl]-1,4-diazepane-1-carboxylate